tert-butyl N-methyl-N-[1-[6-[7-pyrazol-1-yl-1-(2-trimethylsilyl ethoxymethyl)indazol-4-yl]-1,2,4-triazin-3-yl]pyrrolidin-3-yl]carbamate CN(C(OC(C)(C)C)=O)C1CN(CC1)C=1N=NC(=CN1)C1=C2C=NN(C2=C(C=C1)N1N=CC=C1)COCC[Si](C)(C)C